3-(2-methylpyridin-4-yl)-3-oxopropanoic acid ethyl ester C(C)OC(CC(=O)C1=CC(=NC=C1)C)=O